1-(5-nitropyridin-2-yl)azetidin-3-ol [N+](=O)([O-])C=1C=CC(=NC1)N1CC(C1)O